BrC1=NN(C(=N1)OC1=CC(=CC=C1)S(=O)(=O)C)C(C)C 3-bromo-5-(3-methanesulfonylphenoxy)-1-(propan-2-yl)-1H-1,2,4-triazole